3-(1H-imidazol-4-yl)aniline N1C=NC(=C1)C=1C=C(N)C=CC1